C(N)(=O)C=1C=CC2=C(N=C(C3=CC=NC=C23)NCCCS(=O)(=O)NCCN(C(OC(C)(C)C)=O)CC2=CC(=C(C=C2)C2=CC=CC=C2)Cl)C1 tert-Butyl (2-(3-((8-carbamoylbenzo[c][2,6]naphthyridin-5-yl)amino)propylsulfonamido)ethyl)((2-chloro-[1,1'-biphenyl]-4-yl)methyl)carbamate